ClC1=C(C=CC(=C1)Cl)C1OC2=C(OC1)C=CC=C2C2CCN(CC2)CC2=NC1=C(N2)C=C(C=C1)C(=O)O 2-((4-(3-(2,4-dichlorophenyl)-2,3-dihydrobenzo[b][1,4]dioxin-5-yl)piperidin-1-yl)methyl)-1H-benzo[d]imidazole-6-carboxylic acid